tert-butyl (1-(2-(2,6-dioxopiperidin-3-yl)-1,3-dioxoisoindolin-5-yl)azetidin-3-yl)carbamate O=C1NC(CCC1N1C(C2=CC=C(C=C2C1=O)N1CC(C1)NC(OC(C)(C)C)=O)=O)=O